3,4,5-Trihydroxy-6-[2-[(E)-3-phenylprop-2-enoyl]phenoxy]oxane-2-carboxylic acid OC1C(OC(C(C1O)O)OC1=C(C=CC=C1)C(\C=C\C1=CC=CC=C1)=O)C(=O)O